rac-(1S,2S,3S,5R)-2-fluoro-3-((methylsulfonyl)oxy)-9-azabicyclo[3.3.1]nonane-9-carboxylic acid tert-butyl ester C(C)(C)(C)OC(=O)N1[C@@H]2[C@@H]([C@H](C[C@H]1CCC2)OS(=O)(=O)C)F |r|